OB(C1=CC=CC=C1)O dihydroxyphenyl-boron